tert-butyl (S)-5-amino-4-(4-((4-((4-(4-cyano-3-(trifluoromethyl)phenyl)piperazin-1-yl)methyl)-2-fluorobenzyl)oxy)-1-oxoisoindolin-2-yl)-5-oxopentanoate NC([C@H](CCC(=O)OC(C)(C)C)N1C(C2=CC=CC(=C2C1)OCC1=C(C=C(C=C1)CN1CCN(CC1)C1=CC(=C(C=C1)C#N)C(F)(F)F)F)=O)=O